O(C)COC1=C(C=CC=C1)OCOC 1,2-bis(methoxyl-methoxy)benzene